BrC=1C=C(C(N(C1)C)=O)C 5-Bromo-1,3-dimethylpyridin-2(1H)-one